BrCC1=CC(=NC=C1F)N1C(NC(CC1)=O)=O 1-(4-(Bromomethyl)-5-fluoropyridin-2-yl)dihydropyrimidine-2,4(1H,3H)-dione